ClC1=C(C=CC(=C1)Cl)N1C(NC2=CC=C(C=C2C1=O)F)=O 3-(2,4-dichlorophenyl)-6-fluoro-2,4(1H,3H)-quinazolinedione